FC1=C(C=CC(=C1F)OC)C1=CN=C2N1C=CN=C2NC2=CC(=C(C(=O)NCC=C)C=C2)CC 4-[[3-(2,3-difluoro-4-methoxyphenyl)imidazo[1,2-a]pyrazin-8-yl]amino]-2-ethyl-N-prop-2-enylbenzamide